1-((4-bromophenyl)sulfonyl)-5-morpholino-1H-indole-3-carbaldehyde BrC1=CC=C(C=C1)S(=O)(=O)N1C=C(C2=CC(=CC=C12)N1CCOCC1)C=O